5-[8-(3,3-difluoro-4,4-dimethyl-pyrrolidin-1-yl)imidazo[1,2-b]pyridazin-6-yl]-1H-pyrimidine-2,4-dione FC1(CN(CC1(C)C)C=1C=2N(N=C(C1)C=1C(NC(NC1)=O)=O)C=CN2)F